[2-(3,6-dichloropyridazin-4-yl)oxyethylamino]piperidine-1-carboxylate ClC=1N=NC(=CC1OCCNC1N(CCCC1)C(=O)[O-])Cl